chlorotrifluoromethane tin [Sn].ClC(F)(F)F